ClC1=C(C=CC=C1B1OC(C(O1)(C)C)(C)C)NC(=O)C=1N(C2=C(CN(CC2)C)N1)C N-(2-chloro-3-(4,4,5,5-tetramethyl-1,3,2-dioxaborolan-2-yl)phenyl)-1,5-dimethyl-4,5,6,7-tetrahydro-1H-imidazo[4,5-c]Pyridine-2-formamide